2-(isopropylsulphonyl)aniline C(C)(C)S(=O)(=O)C1=C(N)C=CC=C1